FC1(CCC(CC1)N1CN(C=C1)N)F 1-(4,4-difluorocyclohexyl)imidazol-3-amine